C1(=CC=CC=C1)[B-](C1=CC=CC=C1)(C1=CC=CC=C1)C1=CC=CC=C1.C(C)(C)[NH+](C(C)C)CC N,N-diisopropylethylammonium tetraphenylborate